(2S,3R,5R)-4-[[3-(3,4-Difluoro-2-methoxy-phenyl)-5-ethyl-5-(trifluoromethyl)tetrahydrofuran-2-carbonyl]amino]pyridin-2-carboxamid FC=1C(=C(C=CC1F)[C@@H]1[C@H](O[C@](C1)(C(F)(F)F)CC)C(=O)NC1=CC(=NC=C1)C(=O)N)OC